N-undecyl-N',N'-diethylurea C(CCCCCCCCCC)NC(=O)N(CC)CC